azobis(4-cyanopentanic acid) N(=NC(C(=O)O)CC(C)C#N)C(C(=O)O)CC(C)C#N